2-[(5-chloro-2,1,3-benzothiadiazol-6-yl)methyl]-4,4-dimethyl-isoxazolidin-3-one ClC1=CC=2C(=NSN2)C=C1CN1OCC(C1=O)(C)C